N-(2-fluoro-5-(5-fluoropyrimidin-2-yl)-4-(trifluoromethyl)phenyl)-1-(5-methyl-1,3,4-oxadiazol-2-yl)-3-(trifluoromethyl)-6-azabicyclo[3.1.1]heptane-6-carboxamide FC1=C(C=C(C(=C1)C(F)(F)F)C1=NC=C(C=N1)F)NC(=O)N1C2CC(CC1(C2)C=2OC(=NN2)C)C(F)(F)F